tert-butyl N-[2-[2-[[3-cyclopropyl-4-(3-methyl-4-methylsulfonyl-phenyl)-1-tetrahydropyran-2-yl-pyrazolo[4,3-c]pyridin-7-yl]amino]ethoxy]ethyl]carbamate C1(CC1)C1=NN(C2=C1C(=NC=C2NCCOCCNC(OC(C)(C)C)=O)C2=CC(=C(C=C2)S(=O)(=O)C)C)C2OCCCC2